NC1=CC(=C(CC2=CC(=C(C=C2)O)C(F)(F)F)C(=C1)C)C 4-(4-amino-2,6-dimethyl-benzyl)-2-(trifluoromethyl)phenol